(4R)-4-methyl-1-[1-[2-(trifluoromethyl)phenyl]ethyl]-1H,4H,5H,6H,7H-[1,2,3]triazolo[4,5-c]pyridine C[C@H]1NCCC2=C1N=NN2C(C)C2=C(C=CC=C2)C(F)(F)F